ClC1=CC=C(C=C1)N1N=C(N=C1)C(=O)NC1=CC(=C(C=C1)Cl)Cl 1-(4-chlorophenyl)-N-(3,4-dichlorophenyl)-1H-1,2,4-triazole-3-carboxamide